ClC1=CC(=C(C=C1)N1N=C(N=C1C1=C(C=C(C=C1)Cl)F)OCC(=O)[O-])F {[1,5-bis(4-chloro-2-fluorophenyl)-1H-1,2,4-triazol-3-yl]oxy}acetate